C(C1=CC=CC=C1)OC1=C(N(N=C1C)CC)C=1N(C(=NN1)C=1N=C(N2C1C=NC(=C2)Cl)C(=O)NCC2=C(C=C(C=C2)OC)OC)CC2=CC=C(C=C2)OC 1-[5-(4-benzyloxy-2-ethyl-5-methyl-pyrazol-3-yl)-4-[(4-methoxyphenyl)methyl]-1,2,4-triazol-3-yl]-6-chloro-N-[(2,4-dimethoxyphenyl)methyl]-imidazo[1,5-a]pyrazine-3-carboxamide